C(C(C)C)SC1=C(OC2=C(C=C(C#N)C=C2)C(F)(F)F)C=CC=C1 4-(2-(isobutylthio)phenoxy)-3-(trifluoromethyl)benzonitrile